Pyrimidine-6-sulfonamide N1=CN=CC=C1S(=O)(=O)N